propionic acid (2-ethylhexyl)ester C(C)C(COC(CC)=O)CCCC